(S)-2-(4-aminobut-1-yn-1-yl)-5-(3-(2-(4-(4-chlorophenyl)-2,3,9-trimethyl-6H-thieno[3,2-f][1,2,4]triazolo[4,3-a][1,4]diazepin-6-yl)acetamido)propanamido)benzoic acid NCCC#CC1=C(C(=O)O)C=C(C=C1)NC(CCNC(C[C@H]1C=2N(C3=C(C(=N1)C1=CC=C(C=C1)Cl)C(=C(S3)C)C)C(=NN2)C)=O)=O